C(C)OC1=C(C(=C(C=C1)C1=CC=C(C=C1)C1CCC(CC1)CCC)F)F 4-ethoxy-2,3-Difluoro-4'-(4-propylcyclohexyl)biphenyl